BrC1=NN(C2=C(C=CC=C12)Cl)C(=O)OC(C)(C)C tert-butyl 3-bromo-7-chloro-1H-indazole-1-carboxylate